4-(1-methyl-1H-pyrazol-3-yl)-8,14-dioxa-10,19,20-triazatetracyclo[13.5.2.12,6.018,21]tricosa-1(20),2(23),3,5,15(22),16,18(21)-heptaen-9-one CN1N=C(C=C1)C1=CC=2C3=NNC=4C=CC(OCCCNC(OCC(=C1)C2)=O)=CC34